R,R-cystine C([C@@H](C(=O)O)N)SSC[C@@H](C(=O)O)N